3-isobutyl-1-methyl-xanthine tert-butyl-N-[[2-fluoro-4-[2-(1-methylimidazol-2-yl)ethoxymethyl]phenyl]methyl]carbamate C(C)(C)(C)N(C(O)=O)CC1=C(C=C(C=C1)COCCC=1N(C=CN1)C)F.C(C(C)C)N1C(N(C(C=2NC=NC12)=O)C)=O